(1R,2S,5S)-N-[cinnolin-4-yl(cyano)methyl]-3-[(2S)-2-[(3,3-difluorocyclobutanecarbonyl)amino]-3,3-dimethyl-butanoyl]-6,6-dimethyl-3-azabicyclo[3.1.0]hexane-2-carboxamide N1=NC=C(C2=CC=CC=C12)C(NC(=O)[C@@H]1[C@H]2C([C@H]2CN1C([C@H](C(C)(C)C)NC(=O)C1CC(C1)(F)F)=O)(C)C)C#N